CN(CCOC=1C=C(C=CC1)C(C)N1C(N=CC=C1C=1C=CC2=C(C(=CO2)C)C1)C)C N-(1-{3-[2-(dimethylamino)ethoxy]phenyl}ethyl)-2-methyl-6-(3-methyl-1-benzofuran-5-yl)pyrimidin